(6,7-dichloro-8-hydroxy-1-methyl-1,3,4,5-tetrahydro-2H-pyrido[4,3-b]indol-2-yl)(5-methoxypyrimidin-2-yl)methanone ClC1=C(C(=CC=2C3=C(NC12)CCN(C3C)C(=O)C3=NC=C(C=N3)OC)O)Cl